N1CCC2(CC1)NCC1=NC3=CC=CC=C3C1C2C#N tetrahydrospiro[beta-carboline-3,4'-piperidine]-4-carbonitrile